C[C@@H](CCC)O (S)-Pentan-2-ol